C[Si](CCC(F)(F)C1=NC=CC=C1)(C1=CC=CC=C1)C 2-(3-(dimethyl-(phenyl)silyl)-1,1-difluoropropyl)pyridine